(S)-2-(5-(4-((1-(7-amino-2-(furan-2-yl)-[1,2,4]triazolo[1,5-a][1,3,5]triazin-5-yl)piperidin-3-yl)methyl)piperazin-1-yl)-2,4-difluorophenoxy)acetic acid hydrochloride Cl.NC1=NC(=NC=2N1N=C(N2)C=2OC=CC2)N2C[C@@H](CCC2)CN2CCN(CC2)C=2C(=CC(=C(OCC(=O)O)C2)F)F